N[C@H]1CN(CCC1)C(=O)NC1=CC(=C(C=C1)OC(F)(F)F)F (R)-3-amino-N-(3-fluoro-4-(trifluoromethoxy)phenyl)piperidine-1-carboxamide